COC[C@H]1N(C[C@@H](N(C1)C(=O)OC(C)(C)C)C)C(CC)C1=CC=C(C=C1)C(F)(F)F tert-butyl (2S,5S)-5-(methoxymethyl)-2-methyl-4-(1-(4-(trifluoromethyl)phenyl)propyl)piperazine-1-carboxylate